1-BROMO-5-CHLORO-2-IODO-4-METHYLBENZENE BrC1=C(C=C(C(=C1)Cl)C)I